magnesium 1,2,3-triazolate N1N=NC(=C1)C(=O)[O-].[Mg+2].N1N=NC(=C1)C(=O)[O-]